[Fe](Cl)(Cl)Cl.FC1=C(C(=C(C(=C1C=1C2=CC=C(N2)C(=C2C=CC(C(=C3C=CC(=C(C=4C=CC1N4)C4=C(C(=C(C(=C4F)F)F)F)F)N3)C3=C(C(=C(C(=C3F)F)F)F)F)=N2)C2=C(C(=C(C(=C2F)F)F)F)F)F)F)F)F 5,10,15,20-tetra(pentafluorophenyl)-21H,23H-porphyrin iron (III) chloride